3,3,3-Trifluoropropane-1-sulfonamide FC(CCS(=O)(=O)N)(F)F